O1N=C(C=N1)C1=NON=C1 furazanyl-furazan